1,3,5-tris(diphenylamino)benzene C1(=CC=CC=C1)N(C1=CC(=CC(=C1)N(C1=CC=CC=C1)C1=CC=CC=C1)N(C1=CC=CC=C1)C1=CC=CC=C1)C1=CC=CC=C1